C1(CC1)C1=NC(=CC(=N1)C(=O)NC1=CC(=CC=C1)C1(COC1)CC1=NN=CN1C(F)F)C 2-cyclopropyl-N-(3-(3-((4-(difluoromethyl)-4H-1,2,4-triazol-3-yl)methyl)-oxetan-3-yl)phenyl)-6-methylpyrimidine-4-carboxamide